(R)-2-((4-(2-(4-chloro-2-fluorophenyl)-4-fluoro-2H-chromen-8-yl)piperidin-1-yl)methyl)-3-((1-(cyanomethyl)cyclopropyl)methyl)-3H-imidazolo[4,5-b]pyridine-5-carboxylic acid ClC1=CC(=C(C=C1)[C@@H]1OC2=C(C=CC=C2C(=C1)F)C1CCN(CC1)CC1=NC=2C(=NC(=CC2)C(=O)O)N1CC1(CC1)CC#N)F